C(=O)(OCCCCCCCCCCCCCCCCCCCC)OOC(=O)OCCCCCCCCCCCCCCCCCCCC diicosyl peroxydicarbonate